N-(5-((6-((R)-3-(2',3'-difluoro-[1,1'-biphenyl]-3-yl)isoxazolidin-2-yl)pyrimidin-4-yl)amino)-2-((S)-3,4-dimethylpiperazin-1-yl)-4-meth-oxyphenyl)acryl-amide FC1=C(C=CC=C1F)C1=CC(=CC=C1)[C@@H]1N(OCC1)C1=CC(=NC=N1)NC=1C(=CC(=C(C1)NC(C=C)=O)N1C[C@@H](N(CC1)C)C)OC